Cl.Cl.C(C)C1CN(CCN1)C=1N=NC(=CN1)C1=C(C=C(C=C1)C=1C=NNC1)O 2-[3-(3-ethylpiperazin-1-yl)-1,2,4-triazin-6-yl]-5-(1H-pyrazol-4-yl)phenol dihydrochloride